5-(2,6-dichlorophenyl)-1-trityl-1H-indazol-3-ylamine ClC1=C(C(=CC=C1)Cl)C=1C=C2C(=NN(C2=CC1)C(C1=CC=CC=C1)(C1=CC=CC=C1)C1=CC=CC=C1)N